(S)-7-((6-(4-(2-aminoethyl)piperazin-1-yl)-5-methylpyridin-3-yl)methyl)-N2-(pentan-2-yl)imidazo[2,1-f][1,2,4]triazine-2,4-diamine NCCN1CCN(CC1)C1=C(C=C(C=N1)CC1=CN=C2C(=NC(=NN21)N[C@@H](C)CCC)N)C